N1=C(CC=2C=NC=CC21)C(=O)N 3H-pyrrolo[3,2-c]pyridin-2-carboxamide